C1(=CC=CC=C1)N(S(=O)(=O)N=C(O)O)C1=CC=CC=C1.CN(\C(\NCCCN(CCCCCCCC(=O)OC(CCCCCCCC)CCCCCCCC)CCCCCCCC(=O)OCCCCCCCCC)=N/S(N)(=O)=O)C Heptadecan-9-yl (Z)-8-((3-(3,3-dimethyl-2-sulfamoylguanidino)propyl)(8-(nonyloxy)-8-oxooctyl)amino)octanoate Diphenyl-sulfamoylcarbonimidate